N-(1,1'-biphenyl-2-yl)-N-[(3,3',5'-tri-t-butyl)-1,1'-biphenyl-5-yl]-9,9-dimethyl-9H-fluoren-2-amine C1(=C(C=CC=C1)N(C1=CC=2C(C3=CC=CC=C3C2C=C1)(C)C)C=1C=C(C=C(C1)C1=CC(=CC(=C1)C(C)(C)C)C(C)(C)C)C(C)(C)C)C1=CC=CC=C1